(1S,2S)-N-(2-((8-bromo-6-cyclopropylimidazo[1,2-a]pyridin-2-yl)methyl)pyrazolo[1,5-a]pyrazin-4-yl)-2-(4-methylpyrimidin-2-yl)cyclopropane-1-carboxamide BrC=1C=2N(C=C(C1)C1CC1)C=C(N2)CC2=NN1C(C(=NC=C1)NC(=O)[C@@H]1[C@H](C1)C1=NC=CC(=N1)C)=C2